C1(CC1)C=1C(=C2C=NNC2=CC1C)C1=C(C=2N=C(N=C(C2C=N1)N1C[C@@](CCC1)(O)C)OC[C@@]12CCCN2C[C@H](C1)OC)F (3R)-1-(7-(5-cyclopropyl-6-methyl-1H-indazol-4-yl)-8-fluoro-2-(((2S,7aR)-2-methoxytetrahydro-1H-pyrrolizin-7a(5H)-yl)methoxy)pyrido[4,3-d]pyrimidin-4-yl)-3-methylpiperidin-3-ol